ClC1=C(C(=CC=C1)CC)N1N=C2N=C(N=CC2=C1)N1CCC2(CC1)[C@@H](C1=CC=CC=C1C2)N (S)-1'-(2-(2-chloro-6-ethylphenyl)-2H-pyrazolo[3,4-d]pyrimidin-6-yl)-1,3-dihydrospiro[inden-2,4'-piperidin]-1-amine